NCC1=NNC(C2=CC=C(C=C12)C1(CC1)C(=O)N(C1CCCC=2C=CC=NC12)CC1=NC=C(C=C1)C1=C(C=CC=C1F)Cl)=O 1-(4-(aminomethyl)-1-oxo-1,2-dihydro-phthalazin-6-yl)-N-((5-(2-chloro-6-fluorophenyl)pyridin-2-yl)methyl)-N-(5,6,7,8-tetrahydroquinolin-8-yl)cyclopropane-1-carboxamide